C(C)(C)(C)OP(=O)(OC(C)(C)C)CO[C@@H](CN1C2=NC=NC(=C2N=C1)N)C (R)-9-[2-(di-tert-butylphosphonomethoxy)propyl]adenine